ClC=1C2=C(N=CN1)N(C(=C2)C2(CN(CC2)C(=O)OC(C)(C)C)O)C tert-butyl 3-(4-chloro-7-methyl-7H-pyrrolo[2,3-d]pyrimidin-6-yl)-3-hydroxypyrrolidine-1-carboxylate